tert-butyl 3-bromo-1H-indole-1-carboxylate BrC1=CN(C2=CC=CC=C12)C(=O)OC(C)(C)C